FC1(CC(C1)NC(=O)N1CC2(CC2)[C@@H]([C@@H]1CC=1C(=C(C=CC1)C1=CC=CC=C1)F)NS(=O)(=O)C)F (6S,7S)-N-(3,3-difluorocyclobutyl)-6-((2-fluoro-[1,1'-biphenyl]-3-yl)methyl)-7-(methylsulfonamido)-5-azaspiro[2.4]heptane-5-carboxamide